CC1=NC=C(C=C1NC(/C(=C/C1=CC=C2C(=NN(C2=C1)C1OCCCC1)C)/F)=O)C (2Z)-N-(2,5-dimethylpyridin-3-yl)-2-fluoro-3-[3-methyl-1-(oxan-2-yl)indazol-6-yl]prop-2-enamide